N-((1-Aminoisoquinolin-6-yl)methyl)-5-methyl-3-(((1-methylpiperidin-4-yl)methyl)amino)thiophene-2-carboxamide NC1=NC=CC2=CC(=CC=C12)CNC(=O)C=1SC(=CC1NCC1CCN(CC1)C)C